Methyl 5-(2,2-difluoro-7-azaspiro[3.5]nonan-6-yl)-6-(isopropylamino)pyridine-2-carboxylate FC1(CC2(C1)CC(NCC2)C=2C=CC(=NC2NC(C)C)C(=O)OC)F